N,N'-bis(β-hydroxyethyl)-N,N'-bis(4'-aminophenyl)ethylenediamine OCCN(CCN(C1=CC=C(C=C1)N)CCO)C1=CC=C(C=C1)N